N1(N=CC=C1)[C@H]1[C@@H](CC1)C=1NC(C2=C(N1)N(N=C2C#N)[C@H](C)C2CCOCC2)=O 6-((1R,2R)-2-(1H-Pyrazol-1-yl)cyclobutyl)-4-oxo-1-((R)-1-(tetrahydro-2H-pyran-4-yl)ethyl)-4,5-dihydro-1H-pyrazolo[3,4-d]pyrimidin-3-carbonitril